CN1CCC(CC1)OCC1=CC(=C2CNC(C2=C1)=O)C(F)(F)F 6-{[(1-methylpiperidin-4-yl)oxy]methyl}-4-(trifluoromethyl)-3H-isoindol-1-one